5-METHYL-2-THIOPHENECARBOXYLIC ACID CC1=CC=C(S1)C(=O)O